(R)-1,2,3,4-tetrahydro-1-naphthylamine [C@H]1(CCCC2=CC=CC=C12)N